[1-(trifluoromethyl)-1H-pyrazol-4-yl]methyl methanesulfonate CS(=O)(=O)OCC=1C=NN(C1)C(F)(F)F